2,6-dihydroxy-5'-methyl-4-pentyl-2'-(prop-1-en-2-yl)-1',2',3',4'-tetrahydro-[1,1'-biphenyl] OC1=C(C(=CC(=C1)CCCCC)O)C1C(CCC(=C1)C)C(=C)C